S(=O)(=O)(C1=CC=C(C)C=C1)NC(NC=1C=C(C=CC1)OS(=O)(=O)C1=CC=C(C)C=C1)=O 3-(3-tosylureido)phenyl-p-toluenesulfonate